5-(2-((3-(4-methylpiperazin-1-yl)phenyl)amino)-7H-pyrrolo[2,3-d]pyrimidin-5-yl)-N-(tetrahydro-2H-pyran-4-yl)pyrazolo[1,5-a]pyridine-3-carboxamide CN1CCN(CC1)C=1C=C(C=CC1)NC=1N=CC2=C(N1)NC=C2C2=CC=1N(C=C2)N=CC1C(=O)NC1CCOCC1